3-(3-amino-2-fluorobenzyl)-4-methyl-7-(pyrimidin-2-yloxy)-2H-chromen-2-one NC=1C(=C(CC=2C(OC3=CC(=CC=C3C2C)OC2=NC=CC=N2)=O)C=CC1)F